C(C)(C)(C)OC(N(CCS(=O)(=O)C)CC=1C=NC=C(C1)N)=O.C(C=C)NC1=C(C=C(C=C1)S(F)(F)(F)(F)F)Br N-allyl-2-bromo-4-(pentafluoro-λ6-sulfaneyl)aniline tert-butyl-((5-aminopyridin-3-yl)methyl)(2-(methylsulfonyl)ethyl)carbamate